NC1=NN=C(O1)C1=CC=C(C#N)C=C1 4-(5-amino-1,3,4-oxadiazol-2-yl)benzonitrile